methyl (E)-2-((2S,3S,7aS,2bS)-3-ethyl-8-methoxy-7a-(sulfooxy)-1,2,3,4,6,7,7a,12b-octahydroindolo[2,3-a]quinolizin-2-yl)-3-methoxyacrylate C(C)[C@@H]1CN2CC[C@]3(C(C2C[C@@H]1/C(/C(=O)OC)=C\OC)=NC1=CC=CC(=C13)OC)OS(=O)(=O)O